Calcium Dihydrogen Phosphate P(=O)(O)(O)[O-].[Ca+2].P(=O)(O)(O)[O-]